C(#N)C1=CC=C(C=C1)[C@@H](CN[C@@H]([C@@H]1CNC2=C(O1)N=CC(=C2)C=2C=NN(C2)CC(=O)N(C)C)C2=CC=CC=C2)C 2-(4-((S)-3-((R)-(((S)-2-(4-cyanophenyl)propyl)amino)(phenyl)methyl)-2,3-dihydro-1H-pyrido[2,3-b][1,4]oxazin-7-yl)-1H-pyrazol-1-yl)-N,N-dimethylacetamide